Cl.N[C@@H](CS)C(=O)O.[Na] sodium L-cysteine hydrochloride